C(C1=CC=CC=C1)(=O)N1N=C(C(=C1NCC1=CC=C(C=C1)C(N)=N)F)C1C(N(CC1=O)C(=O)N(C)C)C 3-(1-Benzoyl-5-{[(4-carbamimidoylphenyl)methyl]amino}-4-fluoro-1H-pyrazol-3-yl)-N,N,2-trimethyl-4-oxopyrrolidin-1-carboxamid